3-[(5-chloro-1H-indol-2-yl)methyl]-1-methyl-1-[1-(5-methyl-1H-imidazole-4-carbonyl)piperidin-3-yl]urea ClC=1C=C2C=C(NC2=CC1)CNC(N(C1CN(CCC1)C(=O)C=1N=CNC1C)C)=O